IC=1C(=NOC1C)C1=CC=C(CNC2=NC=CN=C2)C=C1 N-(4-(4-iodo-5-methylisoxazol-3-yl)benzyl)pyrazin-2-amine